O=C1CC(C2=CC=CC=C12)C(C#N)C#N 2-(3-oxo-2,3-dihydro-1H-inden-1-yl)malononitrile